C(CCC=C=C)(=O)O HEXA-4,5-DIENOIC ACID